C(C)OC(C(C(=O)OCC)(Cl)Cl)=O 2,2-Dichloromalonic acid diethyl ester